C[SiH](C)CC(O)(C)C(C)(C)O (dimethylsilyl)-pinacol